ClC1=C(C(=C(C=C1OC)OC)Cl)NC(N(C)C1=CC(=NC=N1)NC1=C(C=C(C=C1)N1CC2(CC1)CN(CC2)CC)NC(C=C)=O)=O N-(2-((6-(3-(2,6-dichloro-3,5-dimethoxyphenyl)-1-methylureido)pyrimidin-4-yl)amino)-5-(7-ethyl-2,7-diazaspiro[4.4]nonan-2-yl)phenyl)acrylamide